ClC1=C(C=CC(=N1)C(=O)OC)N1CCNCC1 methyl 6-chloro-5-(piperazin-1-yl)picolinate